(12aR)-9-bromo-10-methyl-6-oxo-3,4,12,12a-tetrahydro-6H-pyrazino[2,1-c][1,4]benzooxazepine-2(1H)-carboxylic acid tert-butyl ester C(C)(C)(C)OC(=O)N1C[C@@H]2COC3=C(C(N2CC1)=O)C=CC(=C3C)Br